Titanium(III) Oxide [O-2].[Ti+3].[O-2].[O-2].[Ti+3]